2-[acetyl-(2-cyanobenzyl)amino]-6-hydroxy-1-benzothiophene-3-carboxylic acid methyl ester COC(=O)C1=C(SC2=C1C=CC(=C2)O)N(CC2=C(C=CC=C2)C#N)C(C)=O